Methyl (S)-3-(2'-(but-3-en-1-yloxy)-6'-methyl-[1,1'-biphenyl]-3-yl)-3-((S)-2-(2-oxopyridin-1(2H)-yl)hex-5-enamido)propanoate C(CC=C)OC1=C(C(=CC=C1)C)C1=CC(=CC=C1)[C@H](CC(=O)OC)NC([C@H](CCC=C)N1C(C=CC=C1)=O)=O